[C@H]12CC(C[C@H](CC1)N2)OC2=CC=C1C(=N2)OCC=2C=C(C=CC21)C2=CC(=NC=C2)C 3-(((1R,3s,5S)-8-azabicyclo[3.2.1]octan-3-yl)oxy)-8-(2-methylpyridin-4-yl)-6H-isochromeno[3,4-b]pyridine